[Si](C)(C)(C(C)(C)C)OC1=C(C=C(C(=O)OC)C=C1)COC1=C(C=CC=C1)/C=C\1/C(N(C(C1)=O)C1=CC(=CC=C1)Cl)=O Methyl (E)-4-((t-butyldimethylsilyl)oxy)-3-((2-((1-(3-chlorophenyl)-2,5-dioxopyrrolidin-3-ylidene)methyl)phenoxy)methyl)benzoate